NC1=NC=CC=C1C1=NC=2C(=NC(=CC2)C2=CC=C(C=C2)F)N1C1=CC=C(C=C1)C(N1CCC(CC1)N(C(OC(C)(C)C)=O)C([2H])([2H])[2H])([2H])[2H] tert-Butyl (1-((4-(2-(2-aminopyridin-3-yl)-5-(4-fluorophenyl)-3H-imidazo[4,5-b]pyridin-3-yl)phenyl)methyl-d2)piperidin-4-yl)(methyl-d3)carbamate